FC1=CC=C(OC2=CC=C(C=N2)S(=O)(=O)N2[C@@H]([C@@H]3CC[C@H](C2)N3C(=O)OCC)C(=O)OC)C=C1 8-ethyl 2-methyl (1S,2S,5R)-3-((6-(4-fluorophenoxy)pyridin-3-yl)sulfonyl)-3,8-diazabicyclo[3.2.1]octane-2,8-dicarboxylate